NC=1C=2N(C3=CC=C(C=C3N1)C=1C=NN(C1C1=C(C#N)C(=CC(=C1F)Cl)N1CC(C1)(F)F)C)C=NC2 2-(4-(4-aminoimidazo[1,5-a]quinoxalin-7-yl)-1-methyl-1H-pyrazol-5-yl)-4-chloro-6-(3,3-difluoroazetidin-1-yl)-3-fluorobenzonitrile